(l)-4-[(tert-Butoxycarbonyl)methyl]-N-ethyl-1-cyclohexanamide C(C)(C)(C)OC(=O)CC1CCC(CC1)C(=O)NCC